BrC1=CC(=C(S1)/C=C(/C(=O)OCC)\CC#N)NC(=O)OC(C)(C)C Ethyl (E)-3-[5-bromo-3-(tert-butoxycarbonylamino)-2-thienyl]-2-(cyanomethyl)prop-2-enoate